(2R,3S,4R,5R)-5-(4-butyramidopyrrolo[2,1-f][1,2,4]triazin-7-yl)-5-cyano-4-hydroxy-2-(hydroxymethyl)tetrahydrofuran-3-yl propionate C(CC)(=O)O[C@@H]1[C@H](O[C@@]([C@@H]1O)(C#N)C1=CC=C2C(=NC=NN21)NC(CCC)=O)CO